1,3,5-Tri-methyl-2,4,6-tris(3,5-di-tertbutyl-4-hydroxybenzyl)benzene CC1=C(C(=C(C(=C1CC1=CC(=C(C(=C1)C(C)(C)C)O)C(C)(C)C)C)CC1=CC(=C(C(=C1)C(C)(C)C)O)C(C)(C)C)C)CC1=CC(=C(C(=C1)C(C)(C)C)O)C(C)(C)C